C(C1=CC=CC=C1)OCC1=NN(C(N1CC)=O)C1=NC(=C(C(=O)OC(C)C)C=C1F)C=COCC isopropyl 6-(3-((benzyloxy) methyl)-4-ethyl-5-oxo-4,5-dihydro-1H-1,2,4-triazol-1-yl)-2-(2-ethoxyvinyl)-5-fluoronicotinate